N-(4-fluoro-3-methylphenyl)-5-(2-(((1R,2R)-2-hydroxycyclohexyl)amino)-2-oxoacetyl)-1,2,4-trimethyl-1H-pyrrole-3-carboxamide FC1=C(C=C(C=C1)NC(=O)C1=C(N(C(=C1C)C(C(=O)N[C@H]1[C@@H](CCCC1)O)=O)C)C)C